FC1=C(C=C(C(=C1)F)Cl)N(C(OC1=C(C=C(C=C1C(F)(F)F)C(F)(F)F)I)=O)C 2-iodo-4,6-bis(trifluoromethyl)phenyl (2,4-difluoro-5-chlorophenyl)(methyl)carbamate